O1COC2=C1C=CC=C2CCNCC2=CC(=NC=C2)N2CCCCC2 2-(1,3-benzodioxol-4-yl)-N-[[2-(1-piperidinyl)-4-pyridinyl]methyl]-ethaneamine